N1C(NC(C2=C1CCSC2)=O)=O 1,5,7,8-tetrahydro-2H-thiopyrano[4,3-d]pyrimidine-2,4(3H)-dione